CC=1C(=NC(=NC1)NC=1C=NN(C1)C1CCOCC1)C1=CC=C(C(=O)NCCC(F)(F)F)C=C1 4-(5-methyl-2-((1-(tetrahydro-2H-pyran-4-yl)-1H-pyrazol-4-yl)amino)pyrimidin-4-yl)-N-(3,3,3-trifluoropropyl)benzamide